N1N=NC=C1 1,2,3-TRIAZOL